5-Methyl-3-thiocyano-1H-indole CC=1C=C2C(=CNC2=CC1)SC#N